FC(CN1N=NC(=C1)C(=O)N[C@H](CO)C1=CC=CC=C1)CCN1N=NC(=C1)C(NCC1=C(C=CC(=C1)OC(F)(F)F)F)=O 1-{2-fluoro-4-[4-({[2-fluoro-5-(trifluoromethoxy)phenyl]methyl}carbamoyl)-1H-1,2,3-triazol-1-yl]butyl}-N-[(1S)-2-hydroxy-1-phenylethyl]-1H-1,2,3-triazole-4-carboxamide